2-(3-((9-bromo-1-methyl-6,7-dihydro-5H-benzo[c][1,2,3]triazolo[1,5-a]azepin-7-yl)amino)phenoxy)ethanol BrC1=CC2=C(C=3N(CCC2NC=2C=C(OCCO)C=CC2)N=NC3C)C=C1